1-(3-chloro-2-fluorobenzyl)-4-((3,5-difluoro-6-((5-methyl-1H-pyrazol-3-yl)amino)-4-(3-methyl-oxetan-3-yl)pyridin-2-yl)methyl)piperidine-4-carboxylic acid ClC=1C(=C(CN2CCC(CC2)(C(=O)O)CC2=NC(=C(C(=C2F)C2(COC2)C)F)NC2=NNC(=C2)C)C=CC1)F